BrC1=C(C=CC(=C1F)CC1=C(C=C(C=C1Cl)N(CC1=CC=CC=C1)CC1=CC=CC=C1)Cl)O 2-bromo-4-(2,6-dichloro-4-(dibenzylamino)benzyl)-3-fluorophenol